The molecule is an oxysterol that is cholesterol carrying two additional hydroxy groups at the 4beta and 7alpha positions. It has a role as a human xenobiotic metabolite. It is an oxysterol, a 7alpha-hydroxy steroid, a triol, a 3beta-sterol, a 4-hydroxy steroid and a 3beta-hydroxy-Delta(5)-steroid. C[C@H](CCCC(C)C)[C@H]1CC[C@@H]2[C@@]1(CC[C@H]3[C@H]2[C@@H](C=C4[C@@]3(CC[C@@H]([C@@H]4O)O)C)O)C